COC=1C=C2C(=CN(C2=CC1)CCC)CN1CCC2(C(CN(C2)CCC2=CC=CC=C2)C(=O)OC)CC1 methyl 8-((5-methoxy-1-propyl-1H-indol-3-yl)methyl)-2-phenethyl-2,8-diazaspiro[4.5]decane-4-carboxylate